C1(CCC1)C1=CC(=C(C=C1F)N1C(C=CC2=CC(=CC=C12)S(=O)(=O)NC=1OC=CN1)=O)OC (P)-1-(4-CYCLOBUTYL-5-FLUORO-2-METHOXYPHENYL)-N-(OXAZOL-2-YL)-2-OXO-1,2-DIHYDROQUINOLINE-6-SULFONAMIDE